FC(N1C2C(CCC1)OC1=C2C=CC=C1)(F)F 1-(trifluoromethyl)-1,2,3,4,4a,9b-hexahydrobenzofuro[3,2-b]pyridine